(3S,4S)-tert-butyl 3-((6-(6-cyclopropyl-7-ethoxyimidazo[1,2-a]pyridin-3-yl)pyridin-2-yl)amino)-4-fluoropyrrolidine-1-carboxylate C1(CC1)C=1C(=CC=2N(C1)C(=CN2)C2=CC=CC(=N2)N[C@H]2CN(C[C@@H]2F)C(=O)OC(C)(C)C)OCC